C(C)(C)(C)C=1C=C(C(=O)N=C2NCCN2)C=CC1NC1=CC(=CC=C1)C(NCCC1CCOCC1)=O 3-tert-butyl-N-[(2E)-imidazolidin-2-ylidene]-4-[(3-{[2-(oxan-4-yl)ethyl]carbamoyl}phenyl)amino]benzamide